CC1=C(C(=CC=C1)C)C1=NC(=NC(=C1)C(CCN1C(C2=CC=CC=C2C1=O)=O)=C)N(S(=O)(=O)C=1C=C(C(=O)OC)C=CC1)COC Methyl 3-[[4-(2,6-dimethylphenyl)-6-[3-(1,3-dioxoisoindolin-2-yl)-1-methylene-propyl]pyrimidin-2-yl]-(methoxymethyl)sulfamoyl]benzoate